N-(4-amino-5-(6-methylpyridazin-3-yl)pyridin-2-yl)acetamide hydrochloride Cl.NC1=CC(=NC=C1C=1N=NC(=CC1)C)NC(C)=O